tert-butyl 2-((3-methyl-1H-indazol-6-yl)oxy)acetate CC1=NNC2=CC(=CC=C12)OCC(=O)OC(C)(C)C